N-(2-(methylamino)ethyl)thiazole-4-carboxamide dihydrochloride Cl.Cl.CNCCNC(=O)C=1N=CSC1